rac-(1R,3r,5S)-8-azabicyclo[3.2.1]octan-3-ol [C@H]12CC(C[C@H](CC1)N2)O |r|